tert-butyl (R)-2-(((1-benzylpiperidin-4-yl)oxy)methyl)-3-methylbutanoate C(C1=CC=CC=C1)N1CCC(CC1)OC[C@H](C(=O)OC(C)(C)C)C(C)C